(1S,2R)-2-[({2-[5-cyclopropyl-4'-fluoro-2'-(4-methyl-1,2,4-triazol-3-yl)-[1,1'-biphenyl]-3-yl]-7-(trifluoromethyl)-1,3-benzooxazol-5-yl}methyl)amino]cyclopentan-1-ol C1(CC1)C=1C=C(C=C(C1)C1=C(C=C(C=C1)F)C1=NN=CN1C)C=1OC2=C(N1)C=C(C=C2C(F)(F)F)CN[C@H]2[C@H](CCC2)O